4-(3-{5-[(3R,5R)-3-amino-5-fluoropiperidine-1-carbonyl]-2-[1-(cyclopropylmethyl)-1H-indol-2-yl]-7-methoxy-1H-1,3-benzodiazol-1-yl}propoxy)benzonitrile N[C@H]1CN(C[C@@H](C1)F)C(=O)C1=CC2=C(N(C(=N2)C=2N(C3=CC=CC=C3C2)CC2CC2)CCCOC2=CC=C(C#N)C=C2)C(=C1)OC